N-(benzylsulfonyl)-4-(2,6-dimethoxyphenyl)-5-(6-ethoxypyridin-2-yl)-N-methyl-4H-1,2,4-triazole-3-carboxamide C(C1=CC=CC=C1)S(=O)(=O)N(C(=O)C1=NN=C(N1C1=C(C=CC=C1OC)OC)C1=NC(=CC=C1)OCC)C